O=C1NC(C=C(N1COCC[Si](C)(C)C)C#N)=O 2,6-dioxo-3-{[2-(trimethylsilyl)ethoxy]methyl}-1H-pyrimidine-4-carbonitrile